FC1(C2(CNCC1CC2)C(=O)[O-])F 8,8-difluoro-3-azabicyclo[3.2.1]octane-1-carboxylate